C(C)(C)(C)OC(=O)C1=CC2=CC(=CC=C2C=C1)[C@H](O)P(=O)(OCC)OCC |r| rac-7-[(diethoxyphosphoryl)(hydroxy)methyl]naphthalene-2-carboxylic acid tert-butyl ester